FC(CC=1C=C2C(=NC=NC2=CC1)N1CC2(C1)CCN(CC2)CC=2C=C1C=C(NC1=CC2)C#N)(F)F 5-((2-(6-(2,2,2-trifluoroethyl)quinazolin-4-yl)-2,7-diazaspiro[3.5]nonan-7-yl)methyl)-1H-indole-2-carbonitrile